2-(4-(methoxymethyl)-4-methylpiperidin-1-yl)aniline methyl-N-(N-((R)-1-benzylaziridine-2-carbonyl)-N-methylglycyl)-N-methyl-L-valinate COC([C@@H](N(C)C(CN(C)C(=O)C1[N@@](C1)CC1=CC=CC=C1)=O)C(C)C)=O.COCC1(CCN(CC1)C1=C(N)C=CC=C1)C